N5-[7-Methoxy-4-(oxan-4-yl)-1H-1,3-benzodiazol-2-yl]-N2,N2-dimethylpyridin-2,5-dicarboxamid COC1=CC=C(C2=C1NC(=N2)NC(=O)C=2C=CC(=NC2)C(=O)N(C)C)C2CCOCC2